OCC1(N2[C@H](CC(C1=O)CC2)C2=CC=CC=C2)COC (6R)-2-(hydroxymethyl)-2-(methoxymethyl)-6-phenylquinuclidin-3-one